C(#N)CC1(CC1)CN1C=NC2=C1C=C(C=C2)C(=O)[O-].[Cl-].[Mg+2] magnesium chloride 1-((1-(cyanomethyl)cyclopropyl)methyl)-1H-benzo[d]imidazole-6-carboxylate